5-(4-fluorophenyl)-1,6-dimethyl-4-oxopyridine-3-carboxamide FC1=CC=C(C=C1)C=1C(C(=CN(C1C)C)C(=O)N)=O